(S)-N-(1-(7-(5-Chlorothiophen-2-yl)quinolin-5-yl)cyclopropyl)-2-methyl-5-((1-methylazetidin-2-yl)methoxy)benzamide ClC1=CC=C(S1)C1=CC(=C2C=CC=NC2=C1)C1(CC1)NC(C1=C(C=CC(=C1)OC[C@H]1N(CC1)C)C)=O